2-chloro-3-(4-methoxybenzyl)-5,6,7,8-tetrahydropyrido[2,3-d]pyrimidin-4(3H)-one ClC=1N(C(C2=C(N1)NCCC2)=O)CC2=CC=C(C=C2)OC